O=C1N(C(CCC1N1C(N(C2=C1C=CC=C2N2CCC(CC2)C=O)C)=O)=O)COCC[Si](C)(C)C (1-(2,6-dioxo-1-((2-(trimethylsilyl)ethoxy)methyl)piperidin-3-yl)-3-methyl-2-oxo-2,3-dihydro-1H-benzo[d]imidazol-4-yl)piperidine-4-carbaldehyde